3-(3-ethyl-7-(((3S,4R)-3-fluoro-1-methylpiperidin-4-yl)amino)-1-oxidobenzo[b]thiophen-2-yl)prop-2-yn C(C)C=1C2=C(S(C1C#CC)=O)C(=CC=C2)N[C@H]2[C@H](CN(CC2)C)F